(1H-benzimidazol-5-ylamino){4-[5-(trifluoromethyl)thiophen-3-yl]phenyl}acetonitrile N1C=NC2=C1C=CC(=C2)NC(C#N)C2=CC=C(C=C2)C2=CSC(=C2)C(F)(F)F